Guanine-boric acid B(O)(O)O.N1C(N)=NC=2N=CNC2C1=O